(S)-1-[2-(5-Bromo-1H-indazol-1-yl)phenyl]-2-(pyridine-2-yl)ethane-1-amine hydrochloride Cl.BrC=1C=C2C=NN(C2=CC1)C1=C(C=CC=C1)[C@H](CC1=NC=CC=C1)N